COC(N(C(C)C)C(C)C)CC1=CNC2=CC=CC=C12 methoxy-N,N-diisopropyltryptamine